N1C(=NC2=NC=CC=C21)C2=CC=CC=C2C(=O)O imidazo[5,4-b]pyridinebenzoic acid